(R)-N-((S)-2-(dimethylamino)-1-phenylethyl)-6-methyl-2-((1-methyl-1H-pyrazol-4-yl)amino)-5,8-dihydropyrido[3,4-d]pyrimidine-7(6H)-carboxamide CN(C[C@H](C1=CC=CC=C1)NC(=O)N1CC=2N=C(N=CC2C[C@H]1C)NC=1C=NN(C1)C)C